Cl.NC1CN(CCC1)C=1C=C(C=CC1)C1=NNC=2C1=NN(C(C2)=O)C2=C(C=CC=C2OC)F 3-(3-(3-Aminopiperidin-1-yl)phenyl)-5-(2-fluoro-6-methoxyphenyl)-1H-pyrazolo[4,3-c]pyridazin-6(5H)-on-Hydrochlorid